N-(2-(4-methylisoquinolin-1-yl)propan-2-yl)-2-(1-methylpiperidin-2-yl)acetamide CC1=CN=C(C2=CC=CC=C12)C(C)(C)NC(CC1N(CCCC1)C)=O